N1C(CCC=C1)=O DIHYDROPYRIDINONE